O[C@@H](C(=O)NC=1N=C(N(C1)COCC[Si](C)(C)C)C)CNC(=O)C1=CC(=CC=C1)C=1C=NN(C1)C (2R)-2-hydroxy-N-(2-methyl-1-{[2-(trimethylsilyl)-ethoxy]methyl}-1H-imidazol-4-yl)-3-{[3-(1-methyl-1H-pyrazol-4-yl)phenyl]formamido}propanamide